N-(pentan-2-yl)cyclohexane-1,3-diamine CC(CCC)NC1CC(CCC1)N